C(C=C)(=O)NCC=1C=C(C=CC1)C1=C(C=CC(=C1)Cl)[C@H](C(F)(F)F)OC1=CC(=NC(=N1)N)N1CCC2(C[C@H](NC2)C(=O)O)CC1 (S)-8-(6-((R)-1-(3'-(acrylamidomethyl)-5-chloro-[1,1'-biphenyl]-2-yl)-2,2,2-trifluoroethoxy)-2-aminopyrimidin-4-yl)-2,8-diazaspiro[4.5]decane-3-carboxylic acid